3,7,11-trimethyldodec-6-en-1-yn-3-ol CC(C#C)(CCC=C(CCCC(C)C)C)O